C1(=C(C=CC=C1)B(C1=C(C=CC=C1)C)F)C Di(tolyl)boron fluoride